phenethyl-chlorosilane C(CC1=CC=CC=C1)[SiH2]Cl